C(C(=C)C)(=O)O[SiH3] methacryloxysilane